OC1=C2C(=CC=3OC=4C=C(C(=C(C4C(C13)=O)CC=C(C)C)OC)OCCCCCCCCC(=O)O)OC(C=C2)(C)C 9-((5-hydroxy-8-methoxy-2,2-dimethyl-7-(3-methylbut-2-en-1-yl)-6-oxo-2H,6H-pyrano[3,2-B]xanthen-9-yl)oxy)nonanoic acid